ClC1=CC=C(C=C1)[C@@]1(N(C(C2=CC(=CC(=C12)F)C(C)(O)C1(CCOCC1)F)=O)CC1=NC=C(C=N1)Cl)OCC1(CC1)O (3R)-3-(4-chlorophenyl)-2-[(5-chloropyrimidin-2-yl)methyl]-4-fluoro-6-[1-(4-fluorooxan-4-yl)-1-hydroxyethyl]-3-[(1-hydroxycyclopropyl)methoxy]-2,3-dihydro-1H-isoindol-1-one